C1(=CC=CC=C1)C1CC=CC=2C3=CC=CC=C3C=CC12 1-phenyl-1H-phenanthrene